6-chloro-5-cyclopropyl-N-(4-methoxybenzyl)-N-(1-(4-methoxybenzyl)-5-methyl-1H-pyrazol-3-yl)-2-(methylsulfonyl)pyrimidin-4-amine ClC1=C(C(=NC(=N1)S(=O)(=O)C)N(C1=NN(C(=C1)C)CC1=CC=C(C=C1)OC)CC1=CC=C(C=C1)OC)C1CC1